ethyl 2-(bromomethyl)-5-cyclopropoxy-4-nitrobenzoate BrCC1=C(C(=O)OCC)C=C(C(=C1)[N+](=O)[O-])OC1CC1